O[C@H](CNCC(=O)N1CCC(CC1)C=1C=C2C(=C(NC2=CC1)C1=CC(=C(C=C1)OC)OC)C)CO (R)-2-((2,3-dihydroxypropyl)amino)-1-(4-(2-(3,4-dimethoxyphenyl)-3-methyl-1H-indol-5-yl)piperidin-1-yl)ethan-1-one